Cl.Cl.ClC1=C2C(=NC=C1)CNC2 4-chloro-5H,6H,7H-pyrrolo[3,4-b]pyridine dihydrochloride